o-hydroxybenzoate C1=CC=C(C(=C1)C(=O)O)O